FC1=C(C=CC=C1)NC(=O)C1=NC=C(C=C1)OC(C)C N-(2-fluorophenyl)-5-isopropoxypyridinamide